5-(1H-Pyrazol-4-yl)-2-(6-((2,2,6,6-tetramethylpiperidin-4-yl)oxy)pyridazin-3-yl)phenol, Hydrochloride salt Cl.N1N=CC(=C1)C=1C=CC(=C(C1)O)C=1N=NC(=CC1)OC1CC(NC(C1)(C)C)(C)C